C(C)C1=C(N=C(N1)C1=NC=CC(=C1)C=1C=NC=C(C1)N1CCOCC1)C 4-(2'-(5-Ethyl-4-methyl-1H-imidazol-2-yl)-3,4'-bipyridin-5-yl)morpholin